N-(3α-hydroxy-4β-fluoro-6α-ethyl-7α-trimethylsiloxy-5β-cholan-24-yl)-methylsulfonamide O[C@H]1[C@@H]([C@H]2[C@H]([C@H]([C@H]3[C@@H]4CC[C@H]([C@@H](CCCNS(=O)(=O)C)C)[C@]4(CC[C@@H]3[C@]2(CC1)C)C)O[Si](C)(C)C)CC)F